3-hydroxy-tetradecanoic acid methyl ester COC(CC(CCCCCCCCCCC)O)=O